(2S,5R)-N-{[(2S,4R)-4-Aminomethyl-pyrrolidin-2-yl]methyloxy}-7-oxo-6-(sulfooxy)-1,6-diazabicyclo[3.2.1]octan-2-carboxamid Trifluoroacetat FC(C(=O)O)(F)F.NC[C@H]1C[C@H](NC1)CONC(=O)[C@H]1N2C(N([C@H](CC1)C2)OS(=O)(=O)O)=O